CC1COCCN1C=1SC2=C(N1)C=CC(=C2)N 2-(3-methylmorpholino)benzo[d]thiazol-6-amine